2-(4-(((3aR,5s,6aS)-2-(2-cyanoethyl)octahydrocyclopenta[c]pyrrol-5-yl)amino)-1H-pyrrolo[2,3-b]pyridin-5-yl)-N-(cyanomethyl)thiazole-5-carboxamide C(#N)CCN1C[C@@H]2[C@H](C1)CC(C2)NC2=C1C(=NC=C2C=2SC(=CN2)C(=O)NCC#N)NC=C1